ethyl (3S)-8a-methyl-5,7-dioxooctahydroindolizine-3-carboxylate CC12CC(CC(N2[C@@H](CC1)C(=O)OCC)=O)=O